C(CCCCCCCCCCCCCCCCC)C(C(=O)O)CCCCCCCC.N[C@@H](CC1=CNC=N1)C(=O)O histidine octadecyl-n-decanoate